[Cl-].[NH4+].C(CCCCCCCCCCC)C(=C(C(=O)N)C)CCCN(C)C lauryl-dimethylaminopropyl-methacrylamide ammonium chloride